C1(CC1)C1=CN=C(N1C)C1CCOCC1 5-cyclopropyl-1-methyl-2-(tetrahydro-2H-pyran-4-yl)-1H-imidazole